C(CCCCCCC)C1(C(=P(CC1)=O)CCCCCCCC)CCCCCCCC Tri-Octyl-Phospholine Oxide